[Co+2].[Li+].P(=O)([O-])([O-])[O-].[Fe+2].[Li+].P(=O)([O-])([O-])[O-] lithium iron phosphate lithium cobalt